4-[1-(6-Quinolinylmethyl)-1H-1,2,3-triazolo[4,5-b]pyrazin-6-yl]-1H-pyrazole-1-ethanol methanesulfonate CS(=O)(=O)OCCN1N=CC(=C1)C1=CN=C2C(=N1)N(N=N2)CC=2C=C1C=CC=NC1=CC2